C(#C)C1=C(C(=C(C(=C1F)C#C)F)C#C)F 1,3,5-triethynyl-2,4,6-trifluorobenzene